6-chloro-1-(4-fluoro-2-isopropylphenyl)-5-methyl-3-(2-methyl-6-oxo-1,6-dihydropyridin-3-yl)-2,3-dihydroquinazolin-4(1H)-one ClC=1C(=C2C(N(CN(C2=CC1)C1=C(C=C(C=C1)F)C(C)C)C1=C(NC(C=C1)=O)C)=O)C